OC=1C(=NC=CC1O)C(=O)N[C@H](C(=O)NCC(C)C)CC1=CC=CC=C1 (S)-3,4-dihydroxy-N-(1-(isobutylamino)-1-oxo-3-phenylpropan-2-yl)picolinamide